(E)-3-(3-fluorostyryl)-5,5-dimethylcyclohex-2-en-1-one FC=1C=C(/C=C/C2=CC(CC(C2)(C)C)=O)C=CC1